1-(4-((1R,5S)-8-oxa-3-azabicyclo[3.2.1]octan-3-yl)-7-(8-ethynyl-7-fluoro-3-(2-hydroxypropan-2-yl)naphthalen-1-yl)-8-fluoropyrido[4,3-d]pyrimidin-2-yl)-4-methylpiperidin-4-ol [C@H]12CN(C[C@H](CC1)O2)C=2C1=C(N=C(N2)N2CCC(CC2)(O)C)C(=C(N=C1)C1=CC(=CC2=CC=C(C(=C12)C#C)F)C(C)(C)O)F